C(C)OC(C1=NC(=CC=C1N(C(C)=O)CC1=CC=C(C=C1)OC)Br)=O 6-bromo-3-(N-(4-methoxybenzyl)acetamido)picolinic acid ethyl ester